S(=O)=C1C(C(=O)O)C=CC=C1 sulfinylbenzoic acid